2-chloro-9,10-bis(isopropoxycarbonyloctyloxy)anthracene ClC1=CC2=C(C3=CC=CC=C3C(=C2C=C1)OCCCCCCCCC(=O)OC(C)C)OCCCCCCCCC(=O)OC(C)C